cis-3-fluorocyclopentylamine trifluoroacetate FC(C(=O)O)(F)F.F[C@H]1C[C@H](CC1)N